C(#N)[C@H]1N(CSC1)C(CNC(=O)C1=CC=NC2=CC=C(C=C12)C1CCC(CC1)OC)=O N-(2-((R)-4-cyanothiazolidin-3-yl)-2-oxoethyl)-6-((1R,4R)-4-methoxycyclohexyl)-quinoline-4-carboxamide